5-{3-[1-(4-Amino-3-ethyl-1H-pyrazolo[3,4-d]pyrimidin-1-yl)ethyl]-5-chloro-2-ethoxy-6-methylphenyl}-N,N-dimethylpyridine-2-carboxamide NC1=C2C(=NC=N1)N(N=C2CC)C(C)C=2C(=C(C(=C(C2)Cl)C)C=2C=CC(=NC2)C(=O)N(C)C)OCC